(R)-5-(2-fluoro-4-(3-oxo-5-phenyl-5,6-dihydro-oxazolo[2,3-c][1,2,4]triazol-2(3H)-yl)phenoxy)-4-methylthiazole-2-carboxamide FC1=C(OC2=C(N=C(S2)C(=O)N)C)C=CC(=C1)N1N=C2N(C1=O)[C@@H](CO2)C2=CC=CC=C2